(7-chloro-2-(2'-chloro-2-methyl-3'-(1,4-dioxa-8-azaspiro[4.5]dec-8-yl)biphenyl-3-yl)benzo[d]oxazol-5-yl)methanol ClC1=CC(=CC=2N=C(OC21)C=2C(=C(C=CC2)C2=C(C(=CC=C2)N2CCC1(OCCO1)CC2)Cl)C)CO